N[C@@H](C)C(=O)N1C[C@H]2[C@@](C1)(C(OB(CCC2)OCC)=O)N (6aS,9aR)-8-alanyl-9a-amino-3-ethoxyoctahydro-[1,2]oxaborocino[6,7-c]pyrrol-1(3H)-one